COC(=O)C1=NN(C(C=C1O)=O)C1=C(C=CC=C1C)F 4-hydroxy-1-(2-fluoro-6-methylphenyl)-6-oxo-1,6-dihydropyridazine-3-carboxylic acid methyl ester